FC1=C(C=CC(=N1)C(=O)NC)N1CCN(CC1)CC=1C(=C2N(C(C(=NC2=CC1)NC)=O)CC1=CC=C(C=C1)OC)F 6-fluoro-5-(4-((5-fluoro-4-(4-methoxybenzyl)-2-(methylamino)-3-oxo-3,4-dihydroquinoxalin-6-yl)methyl)piperazin-1-yl)-N-methylpicolinamide